tert-Butyl 4-cyclopropyl-5,6-dihydropyrido[3,4-d]pyrimidine-7(8H)-carboxylate C1(CC1)C=1C2=C(N=CN1)CN(CC2)C(=O)OC(C)(C)C